3-(6-((4-fluorophenyl)sulfonyl)-7-methyl-4,5,6,7-tetrahydrothieno[2,3-c]pyridin-2-yl)-5-(trifluoromethyl)-1,2,4-oxadiazole FC1=CC=C(C=C1)S(=O)(=O)N1C(C2=C(CC1)C=C(S2)C2=NOC(=N2)C(F)(F)F)C